C(C)(C)[C@@H]1N(CC2=C(NC1=O)C=CC=C2)C(=O)C2=CC=C(N2)C(=O)N (S)-5-(3-isopropyl-2-oxo-2,3,4,5-tetrahydro-1H-benzo[e][1,4]diazepine-4-carbonyl)-1H-pyrrole-2-carboxamide